C(CCCCCCCCCCCCCCC)O 1-Hexadecanol